(5S*)-2-(2,6-Difluorophenyl)-N-[(3S)-9-fluoro-2-oxo-5-phenyl-1,3-dihydro-1,4-benzodiazepin-3-yl]-5-(hydroxymethyl)-6,7-dihydro-5H-pyrazolo[5,1-b][1,3]oxazine-3-carboxamide FC1=C(C(=CC=C1)F)C1=NN2C(O[C@@H](CC2)CO)=C1C(=O)N[C@@H]1C(NC2=C(C(=N1)C1=CC=CC=C1)C=CC=C2F)=O |o1:13|